mono-sodium glycine carbonate C([O-])(O)=O.NCC(=O)O.[Na+]